7-benzyl-8-(3,6-dihydro-2H-pyran-4-yl)-1-methyl-4H,6H-benzo[e][1,2,4]triazolo[3,4-c][1,4]oxazepine C(C1=CC=CC=C1)C1=C(C=CC=2N3C(COCC21)=NN=C3C)C=3CCOCC3